Methyl 5-chloro-1-(3-((6-fluoro-3-((4-methoxybenzyl)thio)naphthalen-1-yl)oxy)propyl)-4-(5-(hydroxymethyl)-1,3-dimethyl-1H-pyrazol-4-yl)-3-methyl-1H-indole-2-carboxylate ClC=1C(=C2C(=C(N(C2=CC1)CCCOC1=CC(=CC2=CC(=CC=C12)F)SCC1=CC=C(C=C1)OC)C(=O)OC)C)C=1C(=NN(C1CO)C)C